4-(2-(8-fluoro-2-methylimidazo[1,2-a]pyridin-6-yl)-8-methyl-4-oxo-4H-pyrido[1,2-a][1,3,5]triazin-7-yl)piperazine-1-carboxylic acid tert-butyl ester C(C)(C)(C)OC(=O)N1CCN(CC1)C=1C(=CC=2N(C(N=C(N2)C=2C=C(C=3N(C2)C=C(N3)C)F)=O)C1)C